tert-butyl-(tert-Butoxycarbonyl)-L-lysine C(C)(C)(C)N([C@@H](CCCCN)C(=O)O)C(=O)OC(C)(C)C